NC1=C(C(=NN1C1CC(C1)C(=O)O)C1=CC=C2C=CC(=NC2=C1)C1=CC=CC=C1)C(N)=O (1s,3s)-3-(5-amino-4-carbamoyl-3-(2-phenylquinolin-7-yl)-1H-pyrazol-1-yl)cyclobutane-1-carboxylic acid